tert-Butyl (±)-trans-4-phenyl-3-(isoquinolin-5-ylcarbamoyl)pyrrolidine-1-carboxylate C1(=CC=CC=C1)[C@H]1[C@@H](CN(C1)C(=O)OC(C)(C)C)C(NC1=C2C=CN=CC2=CC=C1)=O |r|